2,2'-[(4-hydroxy-3-methoxyphenyl)methylene]bis(3,5,6-trimethylphenol) OC1=C(C=C(C=C1)C(C1=C(C(=C(C=C1C)C)C)O)C1=C(C(=C(C=C1C)C)C)O)OC